ClC(C(C(=O)O)(F)F)(C(Cl)(F)F)F 3,4-dichloropentafluorobutyric acid